2-((5-(5-(3,5-dichlorophenyl)-5-(trifluoromethyl)-4,5-dihydro-1H-pyrazol-3-yl)-1,3,4-oxadiazol-2-yl)thio)-N-phenylacetamide ClC=1C=C(C=C(C1)Cl)C1(CC(=NN1)C1=NN=C(O1)SCC(=O)NC1=CC=CC=C1)C(F)(F)F